FC(C(C(=O)O)=C)(F)F 2-(trifluoromethyl)prop-2-enoic acid